BrC=1C=C(C(=C(C=NC=2C=C(C(=O)O)C=CC2)C1)O)OC(C1=CC=C(C=C1)C)=O 3-(5-bromo-2-hydroxy-3-(4-methylbenzoyl-oxy)benzylideneamino)benzoic acid